C[C@@H]([C@H](C)C1=C(C=CC=C1)C)[C@](C(=O)OCC1(CCN(CC1)CC1=CC=CC=C1)OC1=C(C=CC(=C1)Br)F)(C)NC(=O)C1=NC=CC(=C1OC(C)=O)OC (1-benzyl-4-(5-bromo-2-fluorophenoxy)piperidin-4-yl)methanol [(1S,2S)-1-methyl-2-(o-tolyl)propyl](2S)-2-[(3-acetoxy-4-methoxy-pyridine-2-carbonyl)amino]propanoate